2,2-DIMETHYLPENT-4-ENE-1-SULFONAMIDE CC(CS(=O)(=O)N)(CC=C)C